FC(OC=1C=C2C=C(N(C2=CC1OCC1=NOC=C1)S(=O)(=O)C1=CC=C(C)C=C1)CNC(=O)C1(CC1)C)F N-((5-(difluoromethoxy)-6-(isoxazol-3-ylmethoxy)-1-tosyl-1H-indol-2-yl)methyl)-1-methylcyclopropane-1-carboxamide